CC(=CCOP(=O)([O-])OC1[C@@H]([C@H]([C@@H]([C@H](O1)CO)O)O)O)C The molecule is an organophosphate oxoanion that is the conjugate base of polyprenyl D-glucosyl phosphate, obtained by deprotonation of the phosphate group; major structure at pH 7.3. It is a conjugate base of a polyprenyl D-glucosyl phosphate.